C(C1=CC=CC=C1)N[C@H](CS)C(=O)O (S)-benzylcysteine